N12CCN(C(CC1)CC2)C=2C=CC1=C(S(C3=C1C=CC=C3N([11CH3])CCF)(=O)=O)C2 3-(1,4-diazabicyclo[3.2.2]nonan-4-yl)-6-((2-fluoroethyl)([11C]methyl)amino)dibenzo[b,d]thiophene 5,5-dioxide